4-(4-Fluorophenyl)-2-(((E)-(1-(2-chlorophenyl)-β-carbolin-3-yl)methylene)hydrazino)-2,3-dihydrothiazole FC1=CC=C(C=C1)C=1NC(SC1)N/N=C/C=1N=C(C=2NC3=CC=CC=C3C2C1)C1=C(C=CC=C1)Cl